BrC1=CC=C2C(=CC=NC2=C1)C(=O)N1[C@@H](CCC1)CN1C(C2=CC=CC=C2C1=O)=O (S)-2-((1-(7-bromoquinoline-4-carbonyl)pyrrolidin-2-yl)-methyl)-isoindoline-1,3-dione